ClC=1C(=C2C=CNC(C2=C(N1)Cl)=O)F 6,8-dichloro-5-fluoro-2,7-naphthyridin-1(2H)-one